3-(bromo)benzoylmethylenedimethyl-sulfur bromide BrC=1C=C(C(=O)C=[S](C)(C)Br)C=CC1